ClC1=NNC(=C1NC(C1=C(C=C(C(=C1)F)C1=NC=C(C=C1)C)O[C@H](C(F)(F)F)C)=O)C (S)-N-(3-chloro-5-methyl-1H-pyrazol-4-yl)-5-fluoro-4-(5-methylpyridin-2-yl)-2-((1,1,1-trifluoropropan-2-yl)oxy)benzamide